C1(CC1)C#CC=1N=CC2=C(N1)SC(=N2)N 5-(cyclopropylethynyl)thiazolo[5,4-d]pyrimidin-2-amine